O1C=CC2=C1C=C(C=C2)C(C(C)NC)=O 1-(benzofuran-6-yl)-2-(methylamino)propan-1-one